1-Butyl-5-(diaminomethylene)-3-(1-(2-methoxyethyl)-3-methyl-2,4-dioxo-1,3-diazadispiro[4.1.57.15]tridecan-10-yl)pyrimidine-2,4,6(1H,3H,5H)-trione C(CCC)N1C(N(C(C(C1=O)=C(N)N)=O)C1CCC2(CC3(C(N(C(N3CCOC)=O)C)=O)C2)CC1)=O